[Bi](I)(I)I.[Ag] silver bismuth iodide